N1N=NC2=C1C=CC(=C2)CN2C(C1=CC=C(C=C1C2CC2=C(C=NN2C)Cl)C2CCOCC2)=O 2-((1H-benzo[d][1,2,3]triazol-5-yl)methyl)-3-((4-chloro-1-methyl-1H-pyrazol-5-yl)methyl)-5-(tetrahydro-2H-pyran-4-yl)isoindolin-1-one